2-Cyano-N-(5-cyclopropylnaphthalen-1-yl)-4-fluorobenzamide C(#N)C1=C(C(=O)NC2=CC=CC3=C(C=CC=C23)C2CC2)C=CC(=C1)F